(3,5-difluorophenyl)acetic acid FC=1C=C(C=C(C1)F)CC(=O)O